N1,N3-diethyl-4,5-bis(4'-fluorophenyl)imidazole bromide [Br-].C(C)N1CN(C(=C1C1=CC=C(C=C1)F)C1=CC=C(C=C1)F)CC